O1C2=C(OCC1)C=C(C=C2)C2=C(C#N)C(=CC=C2)N2CCC(CC2)N[C@@H]2C[C@@H](C2)CO 2-(2,3-dihydrobenzo[b][1,4]dioxin-6-yl)-6-(4-(cis-3-(hydroxymethyl)cyclobutyl-amino)piperidin-1-yl)benzonitrile